C(#N)C=1C=NN2C1C(=CC(=C2)OCC(C)(C)O)C=2C=CC(=NC2)N2C[C@@H]1C([C@@H]1C2)NC(OC(C)(C)C)=O tert-butyl ((1R,5S,6s)-3-(5-(3-cyano-6-(2-hydroxy-2-methylpropoxy)pyrazolo[1,5-a]pyridin-4-yl)pyridin-2-yl)-3-azabicyclo[3.1.0]hexan-6-yl)carbamate